2,3,5-tri(fluoro)aniline tert-butyl-((trans-3-fluoropiperidin-4-yl)methyl)carbamate C(C)(C)(C)N(C(O)=O)C[C@H]1[C@@H](CNCC1)F.FC1=C(N)C=C(C=C1F)F